C(C=C)(=O)OCCOCCO 2-(2-hydroxyethoxy)ethyl acrylate